COC1=CC2=C([Se]C(=C2)C(CC(C(=O)O)CCCC)=O)C=C1OC 2-(2-(5,6-dimethoxybenzo[b]selenophen-2-yl)-2-oxoethyl)hexanoic acid